CC(C)(C1=CC=C(C=C1)O)C2=CC=C(C=C2)O 4,4'-Dihydroxydiphenylpropane